COC1=C(C=CC=C1)C1CCN(CC1)[C@@H]1COC2(CNC2)C1 (S)-7-(4-(2-methoxyphenyl)piperidin-1-yl)-5-oxa-2-azaspiro[3.4]octane